FC(=CC=1C(=C(C=CC1)C1=C(C(=CC=C1)NC=1N=CC=C2C=C(C=NC12)CN1C(CCCC1)C(=O)O)C)C)C1=CC(=C(C=C1)CO)OC 1-((8-((3'-(2-fluoro-2-(4-(hydroxymethyl)-3-methoxyphenyl)vinyl)-2,2'-dimethyl-[1,1'-biphenyl]-3-yl)amino)-1,7-naphthyridin-3-yl)methyl)piperidine-2-carboxylic acid